[N+](=O)([O-])[O-].[Eu+3].[Cl-].[Ca+2] calcium chloride europium nitrate